2-chloro-N-((1-(2-methyl-2-(phenylamino)propanoyl)piperidin-4-yl)methyl)acetamide ClCC(=O)NCC1CCN(CC1)C(C(C)(NC1=CC=CC=C1)C)=O